Methyl ((1R,3R)-3-(3-methyl-6-((3-(1-methyl-1H-pyrazol-4-yl)pyrazolo[1,5-a]pyrimidin-5-yl)amino)-2-oxo-2,3-dihydro-1H-imidazo[4,5-c]pyridin-1-yl)cyclopentyl)carbamate CN1C(N(C2=C1C=NC(=C2)NC2=NC=1N(C=C2)N=CC1C=1C=NN(C1)C)[C@H]1C[C@@H](CC1)NC(OC)=O)=O